COC1=C(C(=O)OC)C=CC=N1 methyl 2-methoxynicotinate